[Si](C1=CC=CC=C1)(C1=CC=CC=C1)(C(C)(C)C)OC[C@@H]1COC2=C(C=3N1N=NN3)C=CC=C2N (S)-5-(((tert-butyldiphenylsilyl)oxy)methyl)-5,6-dihydrobenzo[f]tetrazolo[1,5-d][1,4]oxazepin-8-amine